FC1=C(C2=C(C(=C(C(=C2C(=C1F)F)F)F)F)F)[B-](C1=C(C(=C(C2=C(C(=C(C(=C12)F)F)F)F)F)F)F)(C1=C(C(=C(C2=C(C(=C(C(=C12)F)F)F)F)F)F)F)C1=C(C(=C(C2=C(C(=C(C(=C12)F)F)F)F)F)F)F.C(CCC)[NH+](CCCC)CCCC Tri(n-butyl)ammonium tetrakis(perfluoronaphthyl)borate